C1(CC1)S(=O)(=O)[C@@H]1C[C@H](N(C1)C(CNC(=O)C=1C=CC=2SC3=CC=CC=C3OC2C1)=O)C(=O)OC methyl (2S,4R)-4-(cyclopropylsulfonyl)-1-((phenoxathiine-3-carbonyl) glycyl)pyrrolidine-2-carboxylate